4-(2-((1-((dimethylamino)methyl)cyclopropyl)methoxy)-6,8-difluoro-4-((1S,5R)-1-methyl-3,8-diazabicyclo[3.2.1]octan-3-yl)quinazolin-7-yl)naphthalen-2-ol CN(C)CC1(CC1)COC1=NC2=C(C(=C(C=C2C(=N1)N1C[C@@]2(CC[C@H](C1)N2)C)F)C2=CC(=CC1=CC=CC=C21)O)F